C1=CC(=C(C=C1Cl)F)I 4-Chloro-2-fluoroiodobenzene